(R)-N-((R)-1-(4-chloropyridin-2-yl)but-3-en-1-yl)-2-methylpropane-2-sulfinamide ClC1=CC(=NC=C1)[C@@H](CC=C)N[S@](=O)C(C)(C)C